3-cyano-4-(2-hydroxypropan-2-yl)thiophene-2-sulfonamide C(#N)C1=C(SC=C1C(C)(C)O)S(=O)(=O)N